bis(4-vinylphenyl)benzene-1,3-diamine C(=C)C1=CC=C(C=C1)C1=CC(=C(C=C1N)N)C1=CC=C(C=C1)C=C